m-fluorocinnamoyl chloride FC=1C=C(C=CC(=O)Cl)C=CC1